α-methylenenaphthalen-8(5H)-one C=C1CC=CC=2CC=CC(C12)=O